N,N'-di-sec-pentylcyclohexanediamine C(C)(CCC)NC1(CCCCC1)NC(C)CCC